1,5-dimethylpyrazol-3-amine CN1N=C(C=C1C)N